Racemic-5-(3-(2-amino-[1,2,4]triazolo[1,5-a]pyridin-7-yl)-2-fluoro-4-methoxyphenoxy)-3,3-difluoro-2-(4-fluorophenyl)pentan-2-ol NC1=NN2C(C=C(C=C2)C=2C(=C(OCCC([C@](C)(O)C3=CC=C(C=C3)F)(F)F)C=CC2OC)F)=N1 |r|